({4-fluoro-6-[(2-methoxyethoxy)methoxy]-2,3-dihydro-1H-inden-2-yl}methyl)carbamic acid tert-butyl ester C(C)(C)(C)OC(NCC1CC2=CC(=CC(=C2C1)F)OCOCCOC)=O